BrC(C(=O)OCCCCCCCCCCCCCCCCCCC)CCC nonadecyl 2-bromopentanoate